(R)-1-(((3'-chloro-2'-(2-chloro-3-((3-fluoro-4-((((S)-2-hydroxypropyl)amino)methyl)pyridin-2-yl)amino)phenyl)-6-methoxy-[2,4'-bipyridin]-5-yl)methyl)amino)propan-2-ol ClC=1C(=NC=CC1C1=NC(=C(C=C1)CNC[C@@H](C)O)OC)C1=C(C(=CC=C1)NC1=NC=CC(=C1F)CNC[C@H](C)O)Cl